[Si](C)(C)(C(C)(C)C)OCC1O[C@@]([C@H]2[C@@H]1OC(O2)(C)C)(C#N)C2=CC=C1C(=NC=NN12)NC(CCCC)=O N-(7-((3aR,4R,6aR)-6-(((tert-butyldimethylsilyl)oxy)methyl)-4-cyano-2,2-dimethyltetrahydrofurano[3,4-d][1,3]dioxol-4-yl)pyrrolo[2,1-f][1,2,4]triazin-4-yl)pentanamide